FC=1C=C(C=CC1N1C(=NC=C1)C)[C@@H](C)NC=1C=CC=2N(N1)N=NN2 (R)-N-(1-(3-fluoro-4-(2-methyl-1H-imidazol-1-yl)phenyl)ethyl)tetrazolo[1,5-b]pyridazin-6-amine